ClC1=C(C=C(C=C1N1C2CC2N(CC1)C1CCS(CC1)(=O)=O)C#N)NC1=NC=2N(C(=N1)NC1CC1)N=CC2C#N 2-((2-chloro-5-cyano-3-(5-(1,1-dioxidotetrahydro-2H-thiopyran-4-yl)-2,5-diazabicyclo[4.1.0]heptan-2-yl)phenyl)amino)-4-(cyclopropylamino)pyrazolo[1,5-a][1,3,5]triazine-8-carbonitrile